Cl.FC=1C=C(C=CC1C=1C(=NN(C1)CCOC)C)C1=CN=C(N1C)C(=O)NC1=CC(=C(C=C1)C(=O)N1CCNCC1)C 5-[3-fluoro-4-[1-(2-methoxyethyl)-3-methyl-pyrazol-4-yl]phenyl]-1-methyl-N-[3-methyl-4-(piperazine-1-carbonyl)phenyl]imidazole-2-carboxamide hydrochloride